4-(furo[3,2-c]pyridin-4-yl)-N-[1-(imidazo[1,2-a]pyridin-5-yl)piperidin-4-yl]benzamide O1C=CC=2C(=NC=CC21)C2=CC=C(C(=O)NC1CCN(CC1)C1=CC=CC=3N1C=CN3)C=C2